Calcium N-[p-[[[(6RS)-2-amino-5-formyl-5,6,7,8-tetrahydro-4-hydroxy-6-pteridinyl]methyl]amino]benzoyl]-L-glutamate NC1=NC=2NC[C@H](N(C2C(=N1)O)C=O)CNC1=CC=C(C(=O)N[C@@H](CCC(=O)[O-])C(=O)[O-])C=C1.[Ca+2] |&1:6|